ethyl methyl-L-alaninate HCl salt Cl.CN[C@@H](C)C(=O)OCC